NC=1C=C(C=CC1)[S@](=O)(C)=NC(OC(C)(C)C)=O tert-butyl (R)-((3-aminophenyl)(methyl) (oxo)-λ6-sulfaneylidene)carbamate